3-(2-Methoxyphenyl)-2,3-dibromopropionic acid ethyl ester C(C)OC(C(C(Br)C1=C(C=CC=C1)OC)Br)=O